(1R,2R,3R,5S)-2,6,6-Trimethyl-N-((5-methyl-2-phenyloxazol-4-yl)methyl)bicyclo[3.1.1]heptan-3-amine C[C@@H]1[C@@H]2C([C@H](C[C@H]1NCC=1N=C(OC1C)C1=CC=CC=C1)C2)(C)C